6-(2,6-dimethyl-4-piperidyl)-2-(6-hydroxy-2,7-dimethyl-indazol-5-yl)-1,6-naphthyridin-5-one CC1NC(CC(C1)N1C(C=2C=CC(=NC2C=C1)C1=CC2=CN(N=C2C(=C1O)C)C)=O)C